2-(6-amino-3-aza-bicyclo[3.1.0]hexan-3-yl)-5-(4-chloro-2-methyl-2H-indazol-5-yl)-3-methyl-3,7-dihydro-4H-pyrrolo[2,3-d]pyrimidin-4-one NC1C2CN(CC12)C=1N(C(C2=C(N1)NC=C2C2=C(C1=CN(N=C1C=C2)C)Cl)=O)C